1-(6-chloropyridin-2-yl)cyclopropan-1-ol ClC1=CC=CC(=N1)C1(CC1)O